C(C)(C)(C)OC(=O)N1CC2(C1)OCC(C2)Br 7-bromo-5-oxa-2-azaspiro[3.4]octane-2-carboxylic acid tert-butyl ester